2-bromo-4-(trifluoromethyl)-1H-imidazole BrC=1NC=C(N1)C(F)(F)F